BrC1=CN=C2N1C=C(C=C2)C(=O)O 3-bromoimidazo[1,2-a]pyridine-6-carboxylic acid